(3R,4S,5R)-3,5-bis((tert-butyldimethylsilyl)oxy)-4-((methylsulfonyl)oxy)cyclohex-1-ene-1-carboxylic acid ethyl ester C(C)OC(=O)C1=C[C@H]([C@H]([C@@H](C1)O[Si](C)(C)C(C)(C)C)OS(=O)(=O)C)O[Si](C)(C)C(C)(C)C